BrC1=C(C=C2C(=NC(=NC2=C1)Cl)N([C@H]1[C@H](N(CC1)C(=O)OC(C)(C)C)C)CC)F tert-butyl (2R,3R)-3-[(7-bromo-2-chloro-6-fluoro-quinazolin-4-yl)-ethyl-amino]-2-methyl-pyrrolidine-1-carboxylate